2-(ethylsulfanyl)-1-(1-methyl-5-(4-(trifluoromethoxy)phenyl)-1H-imidazol-2-yl)ethan-1-one C(C)SCC(=O)C=1N(C(=CN1)C1=CC=C(C=C1)OC(F)(F)F)C